COC1=CC=CC(=N1)C=1N=C2N(C(C1)=O)C=C(C=C2)N2CCNCC2 2-(6-methoxypyridin-2-yl)-7-(piperazin-1-yl)-4H-pyrido[1,2-a]pyrimidin-4-one